NCC=1NC2=CC(=CC=C2C1)O 2-(aminomethyl)-1H-indol-6-ol